methyl (R)-4'-chloro-4-methyl-4-((R)-2-oxo-4-phenyloxazolidine-3-carbonyl)-3,4,5,6-tetrahydro-[1,1'-biphenyl]-2-carboxylate ClC1=CC=C(C=C1)C1=C(C[C@@](CC1)(C(=O)N1C(OC[C@H]1C1=CC=CC=C1)=O)C)C(=O)OC